N1(CCC1)C=1C2=C(N=C(N1)C)CN([C@@H]2C)C(=O)OC2CN(C2)C2=CC(=NC=C2)Cl 1-(2-Chloropyridin-4-yl)azetidin-3-yl (R)-4-(azetidin-1-yl)-2,5-dimethyl-5,7-dihydro-6H-pyrrolo[3,4-d]-pyrimidine-6-carboxylate